pentane-1,2-diol C(C(CCC)O)O